(S)-3-(3-chloro-4-fluorophenyl)-1-(8-fluoro-6-oxo-1,4,5,6-tetrahydro-2H-pyrano[3,4-c]isoquinolin-1-yl)-1-(3-hydroxypropyl)urea ClC=1C=C(C=CC1F)NC(N(CCCO)[C@@H]1COCC=2NC(C=3C=C(C=CC3C21)F)=O)=O